sulfydryl sulfide SSS